2-ethynyltetrahydrofuran-3-yl icosanoate C(CCCCCCCCCCCCCCCCCCC)(=O)OC1C(OCC1)C#C